6-(4-isopropyl-3-(2-(4-isopropylpiperazin-1-yl)pyrimidin-5-yl)-1H-pyrazol-5-yl)-8-methyl-[1,2,4]triazolo[1,5-a]pyridine C(C)(C)C=1C(=NNC1C=1C=C(C=2N(C1)N=CN2)C)C=2C=NC(=NC2)N2CCN(CC2)C(C)C